C(N)(=O)CCCOC1=C(C=CC=C1)N(C(C1=CC(=C(C=C1)Cl)C=1C=NC(=CC1C)Cl)=O)C N-[2-(3-carbamoyl-propoxy)-phenyl]-4-chloro-3-(6-chloro-4-methyl-pyridin-3-yl)-N-methyl-benzamide